C(\C=C\C(=O)O)(=O)O.FC1=C(C(=C(C=C1OC)OC)F)N1C(N(C2=C(C1)C=NC1=C2C=C(N1)CN1CCOCC1)CC)=O 3-(2,6-difluoro-3,5-dimethoxyphenyl)-1-ethyl-8-(morpholin-4-ylmethyl)-1,3,4,7-tetrahydro-2H-pyrrolo[3',2':5,6]pyrido[4,3-d]pyrimidin-2-one fumarate